FC1=C(C=C(C=C1)F)C1=C(C(=NC=C1)C1C(CCCC1)O)NC(OC(C)(C)C)=O tert-butyl (4-(2,5-difluorophenyl)-2-(2-hydroxycyclohexyl)pyridin-3-yl)carbamate